2-(3-benzyl-2,6-dioxopiperidin-3-yl)-4-hydroxy-5-(1H-pyrazol-4-yl)isoindoline-1,3-dione C(C1=CC=CC=C1)C1(C(NC(CC1)=O)=O)N1C(C2=CC=C(C(=C2C1=O)O)C=1C=NNC1)=O